methyl (R)-1-(4-(5-((6-methoxy-1-methyl-1-(2-oxo-2-(thiazol-2-ylamino)ethyl)-1,2,3,4-tetrahydroisoquinolin-7-yl)oxy)pyridin-2-yl)phenyl)cyclopropane-1-carboxylate COC=1C=C2CCN[C@@](C2=CC1OC=1C=CC(=NC1)C1=CC=C(C=C1)C1(CC1)C(=O)OC)(CC(NC=1SC=CN1)=O)C